3-bromobicyclo[4.2.0]octa-1,3,5-triene BrC=1C=C2CCC2=CC1